ClC1=C(C=C(C#N)C=C1)C=1NC2=CC(=C(C(=C2C(C1)=O)F)C=1C=NC(=CC1)CO)F 4-chloro-3-(5,7-difluoro-6-(6-(hydroxymethyl)pyridin-3-yl)-4-oxo-1,4-dihydroquinolin-2-yl)benzonitrile